O[C@@H]1C(=C[C@H]([C@@H]1O)N1C(NC(C=C1)=O)=O)COC 1-((1R,4R,5S)-4,5-dihydroxy-3-(methoxymethyl)cyclopent-2-en-1-yl)pyrimidine-2,4(1H,3H)-dione